4H,5H,6H,7H,8H,9H-cycloocta[b]Thiophene-2-carboxamide S1C2=C(C=C1C(=O)N)CCCCCC2